5-[2-(methoxymethyl)-7-methylsulfonyl-2,3-dihydro-1,4-benzodioxin-5-yl]-1,3-dimethylpyridin-2-one COCC1COC2=C(O1)C=C(C=C2C=2C=C(C(N(C2)C)=O)C)S(=O)(=O)C